4-(4-aminophenoxy)-3-tolylaniline NC1=CC=C(OC2=C(C=C(C=C2)C)NC2=CC=CC=C2)C=C1